[N+](=O)([O-])C1=CC(=C(OC2C3C4=C(C2CC3)C=C(C=C4)OC4=C(C=C(C=C4)[N+](=O)[O-])C(F)(F)F)C=C1)C(F)(F)F 3,6-bis(4-nitro-2-trifluoromethyl-phenoxy)benzonorbornene